1-(4-chloro-3-nitrophenyl)-3-[3-(trifluoromethyl)phenyl]urea ClC1=C(C=C(C=C1)NC(=O)NC1=CC(=CC=C1)C(F)(F)F)[N+](=O)[O-]